7-tert-butyl-isochromanone C(C)(C)(C)C1=CC=C2CCOC(C2=C1)=O